dialuminium tris[2-(2,4,5,7-tetrabromo-6-oxido-3-oxoxanthen-9-yl)-3,4,5,6-tetrachlorobenzoate] BrC1=CC2=C(C3=CC(=C(C(=C3OC2=C(C1=O)Br)Br)[O-])Br)C1=C(C(=O)[O-])C(=C(C(=C1Cl)Cl)Cl)Cl.BrC1=CC2=C(C3=CC(=C(C(=C3OC2=C(C1=O)Br)Br)[O-])Br)C1=C(C(=O)[O-])C(=C(C(=C1Cl)Cl)Cl)Cl.BrC1=CC2=C(C3=CC(=C(C(=C3OC2=C(C1=O)Br)Br)[O-])Br)C1=C(C(=O)[O-])C(=C(C(=C1Cl)Cl)Cl)Cl.[Al+3].[Al+3]